(1R,2R,4S,5S)-N-(3,4-dichlorophenyl)-4-(pyridin-4-yl)-8-oxatricyclo[3.2.1.02,4]octane-2-carboxamide ClC=1C=C(C=CC1Cl)NC(=O)[C@]12[C@H]3CC[C@@H]([C@@]2(C1)C1=CC=NC=C1)O3